C(C)OC(=O)CC1C2C3C4C=CC(C3C(C1)C2)C4 8-ethoxycarbonylmethyl-tetracyclo[4.4.0.12,5.17,10]-3-dodecene